[Si](C)(C)(C(C)(C)C)O[C@@H]1CC(N(C1)C(=O)C1=CC=C(C=C1)C1=C(C=CC=C1)C)(CO)CO (R)-(4-((tert-butyldimethylsilyl)oxy)-2,2-bis(hydroxymethyl)pyrrolidin-1-yl)(2'-methyl-[1,1'-biphenyl]-4-yl)methanone